F[Sb-](F)(F)(F)(F)F.C1(=CC=CC=C1)[Se+](C1=CC=CC=C1)C1=CC=CC=C1 Triphenylselenonium Hexafluoroantimonat